FC=1C(=NC=C(C1)C)C(O)([2H])[2H] (3-fluoro-5-methylpyridin-2-yl)(2H2)methanol